FC1=C(C=CC=C1F)CN1C(CCC1=O)CC(=O)OCCSC1=CC=C(C=C1)C 2-[(4-methylphenyl)thio]ethyl 2-[1-[(2,3-difluorophenyl)methyl]-5-oxopyrrolidin-2-yl]acetat